O[C@@H]1[C@@H](N(C1)C(=O)C=1N=C(OC1)CC1=NC=C(C=C1)C=1N=CSC1)C ((2S,3S)-3-hydroxy-2-methylazetidin-1-yl)(2-((5-(thiazol-4-yl)pyridin-2-yl)methyl)oxazol-4-yl)methanone